(9aR)-9-Oxo-8-(2-phenylpropyl)octahydro-2H-pyrazino[1,2-a]pyrazin O=C1N(CCN2[C@@H]1CNCC2)CC(C)C2=CC=CC=C2